N-{[4-fluoro-5-(tetrahydropyran-4-yl)-1H-benzimidazol-2-yl](norcaren-7-yl)methyl}-3-methylisoxazole-4-carboxamide FC1=C(C=CC=2NC(=NC21)C(NC(=O)C=2C(=NOC2)C)C2C1CCCC=C12)C1CCOCC1